1-((trifluoromethyl)sulfonyl)piperazine FC(S(=O)(=O)N1CCNCC1)(F)F